[Si](C)(C)(C(C)(C)C)OC[C@@H](OC=1C=2N(C=C(C1)C=1N=NN(C1C)C1CCN(CC1)C(=O)OC(C)(C)C)N=CC2Cl)C2=NC=CC=C2 tert-Butyl 4-[4-[4-[(1S)-2-[tert-butyl(dimethyl)silyl]oxy-1-(2-pyridyl)ethoxy]-3-chloro-pyrazolo[1,5-a]pyridin-6-yl]-5-methyl-triazol-1-yl]piperidine-1-carboxylate